4-[[(7-Chlorothiazolo[5,4-d]pyrimidine-2-carbonyl)amino]methyl]piperidine-1-carboxylic acid tert-butyl ester C(C)(C)(C)OC(=O)N1CCC(CC1)CNC(=O)C=1SC=2N=CN=C(C2N1)Cl